Cl.COC(CO)CO 2-METHOXYPROPANE-1,3-DIOL HYDROCHLORIDE